3-(2,3-Dihydrobenzofuran-6-yl)-6,7-difluoro-3-hydroxyindol-2-one O1CCC2=C1C=C(C=C2)C2(C(NC1=C(C(=CC=C21)F)F)=O)O